CC(C#C)(CC\C=C(/CCC=C(CCC=C(C)C)C)\C)O (Z)-3,7,11,15-tetramethylhexadeca-6,10,14-trien-1-yn-3-ol